Methyl-2',3',5',6'-tetrafluoro-5-methyl-4'-pentyl-1,4-dihydro-[1,1'-biphenyl] CC1(C=CCC(=C1)C)C1=C(C(=C(C(=C1F)F)CCCCC)F)F